3-[[2-[2-(dimethylamino)ethoxy]phenyl]methyl]imidazo[4,5-b]pyridine-5-carboxylic acid CN(CCOC1=C(C=CC=C1)CN1C=NC=2C1=NC(=CC2)C(=O)O)C